zinc-copper-aluminum oxide [O-2].[Al+3].[Cu+2].[Zn+2]